4-(2,6-dichlorophenyl)-N-(5-methoxy-1,3,4-thiadiazol-2-yl)-6-methylnicotinamide ClC1=C(C(=CC=C1)Cl)C1=CC(=NC=C1C(=O)NC=1SC(=NN1)OC)C